C1(CCC1)CC1=CNC=2N=CN=C(C21)N[C@H]2CN(CCC2)C(=O)OC(C)(C)C tert-butyl (R)-3-((5-(cyclobutylmethyl)-7H-pyrrolo[2,3-d]pyrimidin-4-yl)-amino)piperidine-1-carboxylate